Undecyl 6-((2-(benzyloxy)ethyl)(5-(2-(heptadecan-9-yloxy)-2-oxoethoxy)pentyl)amino)hexanoate C(C1=CC=CC=C1)OCCN(CCCCCC(=O)OCCCCCCCCCCC)CCCCCOCC(=O)OC(CCCCCCCC)CCCCCCCC